2-(4-chlorophenyl)-5-methanesulfonyl-1,3,4-oxadiazole ClC1=CC=C(C=C1)C=1OC(=NN1)S(=O)(=O)C